tert-butyl (1S,4S)-5-(4-chloro-7-fluoro-pyrido[3,2-d]pyrimidin-6-yl)-2,5-diazabicyclo[2.2.1]heptane-2-carboxylate ClC=1C2=C(N=CN1)C=C(C(=N2)N2[C@@H]1CN([C@H](C2)C1)C(=O)OC(C)(C)C)F